OCC=1C=C(C=CC1C(=O)OC)C1N(CCC1)C(=O)OC(C)(C)C tert-butyl 2-(3-(hydroxymethyl)-4-(methoxycarbonyl)phenyl)pyrrolidine-1-carboxylate